C(C)(C)(C)OC(=O)NC[C@@H](C(=O)O)C1=CC=CC=C1 (2S)-3-(tert-butoxycarbonylamino)-2-phenyl-propionic acid